ClC1=C(C=C(C=C1)C1(NC=CC=2C(=C(C=CC12)C)N)N)CN(C)C 1-(4-chloro-3-((dimethylamino)methyl)phenyl)-6-methylisoquinoline-1,5-diamine